N1(CCOCC1)CCOC12CC3(CC(CC(C1)C3)C2)CN2N=CC=C2 3-[2-(morpholin-4-yl)ethoxy]tricyclo[3.3.1.13,7]dec-1-ylmethyl-1H-pyrazole